[Cl-].C(CC)O[Ti+3].[Cl-].[Cl-] propoxytitanium chloride